6'-fluoro-3-(2-hydroxyprop-2-yl)-2H-[1,3'-bipyridinyl]-2-one FC1=CC=C(C=N1)N1C(C(=CC=C1)C(C)(C)O)=O